C(C)(C)(C)C=1C(C=CC(C1)(O)C#C)=O 2-tert-butyl-4-ethynyl-4-hydroxycyclohexa-2,5-dien-1-one